CC=1NC(=CN1)SC1=CC=C(C(=O)OC)C=C1 methyl 4-[(2-methyl-1H-imidazol-5-yl)sulfanyl]benzoate